calcium propylene oxide C1C(C)O1.[Ca]